(3S)-3-(methylamino)pyrrolidine CN[C@@H]1CNCC1